2-chloro-7-(8-chloro-1-naphthyl)-N-[[1-(dimethylamino)cyclobutyl]methyl]-8-fluoro-pyrido[4,3-d]pyrimidin-4-amine ClC=1N=C(C2=C(N1)C(=C(N=C2)C2=CC=CC1=CC=CC(=C21)Cl)F)NCC2(CCC2)N(C)C